BrC1=C(SC(=C1C=O)Br)C 3,5-Dibromo-2-methyl-4-thiophenecarboxaldehyde